3-methyl-N-(oxetan-3-yl)benzamide CC=1C=C(C(=O)NC2COC2)C=CC1